2-(5,6,7,8-tetrahydro-1,5-naphthyridin-2-yl)acetonitrile N1=C(C=CC=2NCCCC12)CC#N